1-{[6-({4-[2-Amino-6-(m-cyanophenyl)-4-pyrimidinyl]-1H-1,2,3-triazol-1-yl}methyl)-2-pyridyl]methyl}-3-pyrrolidinecarboxylic acid NC1=NC(=CC(=N1)C=1N=NN(C1)CC1=CC=CC(=N1)CN1CC(CC1)C(=O)O)C1=CC(=CC=C1)C#N